isopropyl N-[4-chloro-2-[[(1S)-3-(methylamino)-1-[[(3S,5R)-5-methyl-2-oxo-pyrrolidin-3-yl]methyl]-2,3-dioxo-propyl]carbamoyl]phenyl]carbamate ClC1=CC(=C(C=C1)NC(OC(C)C)=O)C(N[C@H](C(C(=O)NC)=O)C[C@H]1C(N[C@@H](C1)C)=O)=O